NC=1N=CN(C(C1C(=O)NC=1C2=C(C=NC1)C1(NCCC1)CC2)=O)C2=C(C=C(C=C2Cl)OC)Cl 4-amino-1-(2,6-dichloro-4-methoxyphenyl)-N-(5,6-dihydrospiro[cyclopenta[c]pyridine-7,2'-pyrrolidin]-4-yl)-6-oxo-1,6-dihydropyrimidine-5-carboxamide